3-(bromomethyl)-2-methylbenzonitrile BrCC=1C(=C(C#N)C=CC1)C